COCNS(=O)(=O)C N-(methoxymethyl)methanesulfonamide